(R)-N-(8-(3-((5-Cyano-4-methoxypyrimidin-2-yl)amino)piperidin-1-yl)-2-methylimidazo[1,2-a]pyrazin-3-yl)acrylamide C(#N)C=1C(=NC(=NC1)N[C@H]1CN(CCC1)C=1C=2N(C=CN1)C(=C(N2)C)NC(C=C)=O)OC